(spirobifluorenyl)(dibenzofuranyl)(dimethyl-fluorenyl)amine C12(C(=CC=C3C4=CC=CC=C4C=C13)N(C1=C(C(=CC=3C4=CC=CC=C4CC13)C)C)C1=CC=CC=3OC4=C(C31)C=CC=C4)C=CC=C4C3=CC=CC=C3C=C42